C[N+](C)(C)C(C(=O)O)C(=O)[O-] carboxybetaine